2-fluoro-N-(4-((2-(2-fluorophenyl)pyridin-4-yl)amino)-7-(4-morpholinopiperidin-1-yl)quinazolin-6-yl)acrylamide FC(C(=O)NC=1C=C2C(=NC=NC2=CC1N1CCC(CC1)N1CCOCC1)NC1=CC(=NC=C1)C1=C(C=CC=C1)F)=C